6,7-dimethoxy-2-methyl-N-[1-(5,6,7,8-tetrahydronaphthalen-1-yl)ethyl]quinazolin-4-amine COC=1C=C2C(=NC(=NC2=CC1OC)C)NC(C)C1=CC=CC=2CCCCC12